(S)-2-(4-([1,2,4]triazolo[1,5-a]pyrazine-6-carbonyl)-3,3-dimethylpiperazin-1-yl)-N-(5-(2,4-difluorophenoxy)pyrazin-2-yl)propanamide N=1C=NN2C1C=NC(=C2)C(=O)N2C(CN(CC2)[C@H](C(=O)NC2=NC=C(N=C2)OC2=C(C=C(C=C2)F)F)C)(C)C